6-bromo-2-iodo-N,N-dimethylpyridin-3-amine BrC1=CC=C(C(=N1)I)N(C)C